4-(2-Cyclopropyl-6-(6-(((cyclopropylmethyl)amino)methyl)-1-oxoisoindolin-2-yl)pyridin-4-yl)-3-(4-methyl-4H-1,2,4-triazol-3-yl)benzonitrile C1(CC1)C1=NC(=CC(=C1)C1=C(C=C(C#N)C=C1)C1=NN=CN1C)N1C(C2=CC(=CC=C2C1)CNCC1CC1)=O